[(1Z)-(1-acetylpiperidin-4-yl)(4,5-dichloro-2-methoxyphenyl)methylene]2-methylpropane-2-sulfinamide C(C)(=O)N1CCC(CC1)/C(/C1=C(C=C(C(=C1)Cl)Cl)OC)=C/C(C)(S(=O)N)C